1-[rac-(3S)-3-[7-(2-methoxy-4,6-dimethyl-phenyl)-1,8-naphthyridin-2-yl]pyrrolidin-1-yl]ethanone COC1=C(C(=CC(=C1)C)C)C1=CC=C2C=CC(=NC2=N1)[C@@H]1CN(CC1)C(C)=O |r|